NC=1C(=C(C(=O)OC)C=C(C1)OC(F)(F)F)O Methyl 3-amino-2-hydroxy-5-(trifluoromethoxy)benzoate